CC(C#C)(CCCC(CC\C=C(/CCC=C(C)C)\C)C)O (Z)-3,7,11,15-tetramethylhexadeca-10,14-dien-1-yn-3-ol